(2-ethylhexyl)-9-hexyl-fluorene C(C)C(CC1=CC=CC=2C3=CC=CC=C3C(C12)CCCCCC)CCCC